(2S,4R)-2-(2-cyclopropyl-4-pyridyl)tetrahydropyran C1(CC1)C1=NC=CC(=C1)[C@H]1OCCCC1